2-(2-(2-(difluoromethoxy)-7-methylquinoxalin-5-yl)-4-(trifluoromethyl)benzo[d]thiazol-6-yloxy)ethylcarbamic acid tert-butyl ester C(C)(C)(C)OC(NCCOC1=CC2=C(N=C(S2)C2=C3N=CC(=NC3=CC(=C2)C)OC(F)F)C(=C1)C(F)(F)F)=O